tribromophenyloxyethyl methacrylate C(C(=C)C)(=O)OC(C(OC1=CC=CC=C1)(Br)Br)Br